[Cl-].[Cl-].C(CCCC=C)P 5-hexenyl-phosphine dichloride